The molecule is a scalarane sesterterpenoid isolated from the sponge, Hyattella species. It has a role as a metabolite. It is a scalarane sesterterpenoid, a gamma-lactone, an acetate ester and an organic heteropentacyclic compound. CC(=O)O[C@@H]1C[C@@H]2[C@]3(CCCC([C@@H]3CC[C@]2([C@H]4[C@]1(C5=C([C@@H](C4)OC)C(=O)O[C@H]5O)C)C)(C)C)C